BrCC1=CC(=CC=C1)OC 1-(bromomethyl)-3-methoxy-benzene